3-fluoro-6-methylsulfonyloxy-1,2-benzenedimethanol FC1=C(C(=C(C=C1)OS(=O)(=O)C)CO)CO